Ethyl 2-[(5-chloro-8-hydroxy-3-methyl-1-oxo-3,4-dihydro-1H-2-benzopyran-7-yl)formamido]-3-phenylpropanoate ClC1=CC(=C(C2=C1CC(OC2=O)C)O)C(=O)NC(C(=O)OCC)CC2=CC=CC=C2